(S)-5-(5-ethyl-1,2,4-oxadiazol-3-yl)-N-(1-methyl-1H-pyrazol-5-yl)-2,3-dihydro-1H-indene-1-carboxamide C(C)C1=NC(=NO1)C=1C=C2CC[C@@H](C2=CC1)C(=O)NC1=CC=NN1C